ClC1=C(C=C2C=C(NC2=C1)C(=O)N[C@H](C(=O)N[C@H](C(=O)OC)C[C@H]1C(NCCC1)=O)CC1CC1)F methyl (2S)-2-[[(2S)-2-[(6-chloro-5-fluoro-1H-indole-2-carbonyl)amino]-3-cyclopropyl-propanoyl]amino]-3-[(3S)-2-oxo-3-piperidyl]propanoate